N[C@@H](CC1=C(C#N)C=CC=C1)C=1SC2=C(N1)C=CC(=C2)OC |r| 2-[rac-(2S)-2-amino-2-(6-methoxy-1,3-benzothiazol-2-yl)ethyl]benzonitrile